ClC1=CC2=C(N(C([C@@H](N=C2C2=CC=CC=C2)C2CCCCC2)=O)CCC(=O)OCC)C=C1 (S)-ethyl 3-(7-chloro-3-cyclohexyl-2-oxo-5-phenyl-2,3-dihydro-1H-benzo[e][1,4]diazepin-1-yl)propanoate